C=1OC=C2C(=CC=CC12)C=O isobenzofuran-4-carbaldehyde